C(C1=CC=CC=C1)OC1=CC=C(C(=C1N1CC(NS1(=O)=O)=O)F)C#CC(C)(C)O 5-[6-benzyloxy-2-fluoro-3-(3-hydroxy-3-methyl-but-1-ynyl)phenyl]-1,1-dioxo-1,2,5-thiadiazolidin-3-one